COC1=C(C=CC=C1)NC1=NC=C(C(=N1)NC1=CC=CC=C1)C(=O)O 2-((2-methoxyphenyl)amino)-4-(phenylamino)pyrimidine-5-carboxylic acid